2-(2,6-dioxopiperidin-3-yl)-5-(4-hydroxy-1-((3-(pyridin-2-yl)-1H-pyrazol-5-yl)methyl)piperidin-4-yl)isoindoline-1,3-dione O=C1NC(CCC1N1C(C2=CC=C(C=C2C1=O)C1(CCN(CC1)CC1=CC(=NN1)C1=NC=CC=C1)O)=O)=O